(2R,4S)-tert-butyl 4-hydroxy-2-(methoxy(methyl)carbamoyl)pyrrolidine-1-carboxylate O[C@H]1C[C@@H](N(C1)C(=O)OC(C)(C)C)C(N(C)OC)=O